acetyll-carnitine hydrochloride Cl.C(C)(=O)[C@](O)(C[N+](C)(C)C)CC([O-])=O